COCCN1CCN(CC1)C1=CC=C(C=C1)NC1=NC=CC(=C1)OC1=C(N=C(S1)C)C1=CC=CC=C1 N-(4-(4-(2-Methoxyethyl)piperazin-1-yl)phenyl)-4-((2-methyl-4-phenylthiazol-5-yl)oxy)pyridin-2-amine